1-[[2-(oxetan-3-yloxy)pyridin-4-yl]methyl]-3-[(1R,2S)-2-phenylcyclopropyl]urea O1CC(C1)OC1=NC=CC(=C1)CNC(=O)N[C@H]1[C@@H](C1)C1=CC=CC=C1